((S)-2-hydroxypropyl)carbamic acid tert-butyl ester C(C)(C)(C)OC(NC[C@H](C)O)=O